NC(CC1=CC=C(C=C1)C(C(=O)NC1=NC(=CN=C1)N1CC(CCC1)OC1=C(C=CC=C1)OCC)C)=O 4-(2-amino-2-oxoethyl)phenyl-N-(6-(3-(2-ethoxyphenoxy)piperidin-1-yl)pyrazin-2-yl)propanamide